BrC1=CC2=C(N=C3COCCN32)C=C1 7-bromo-3,4-dihydro-1H-benzo[4,5]imidazo[2,1-c][1,4]oxazine